ClCC1=C(C=CC=C1)O.[Na] sodium chloromethyl-phenol